TRI-N-OCTYLPHOSPHINE CCCCCCCCP(CCCCCCCC)CCCCCCCC